C1(COCCC2=C1C=CC=C2)=O 4,5-dihydrobenzo[d]oxepin-1(2H)-one